4-(trans-2-(cyclobutylamino)cyclopropyl)-5-methyl-N-(5-methyl-1,3,4-thiadiazol-2-yl)thiophene-2-carboxamide C1(CCC1)N[C@H]1[C@@H](C1)C=1C=C(SC1C)C(=O)NC=1SC(=NN1)C